((R)-1-(4-{7-Cyclopropyl-5-[(1R)-1-methyl-1,2,3,4-tetrahydroisoquinoline-2-carbonyl]pyrazolo[1,5-a]pyrimidin-2-yl}-3-fluorophenyl)pyrrolidin-3-yl)-2-methylpropanoic acid C1(CC1)C1=CC(=NC=2N1N=C(C2)C2=C(C=C(C=C2)N2C[C@H](CC2)C(C(=O)O)(C)C)F)C(=O)N2[C@@H](C1=CC=CC=C1CC2)C